5-((1s,3R,4S,5S)-4-hydroxy-3,5-dimethylcyclohexyl)-N3-methyl-1-((S)-1-phenylethyl)-1H-pyrazole-3,5-dicarboxamide OC1[C@@H](CC(C[C@@H]1C)C1(C=C(NN1[C@@H](C)C1=CC=CC=C1)C(=O)NC)C(=O)N)C